O(C)C(C(C)C)[N+]#[C-] methoxyl-isobutyl isonitrile